O1C(OCCC1)=O 1,3-dioxanone